C(=O)O.CN(CCC1=CNC2=CC=CC(=C12)OC([C@@H](NC(=O)OC(C)(C)C)C(C)C)=O)C (tert-Butoxycarbonyl)-L-valine 3-(2-(dimethylamino) ethyl)-1H-indol-4-yl ester formate salt